C1(CC1)C(=O)N1CCC2=CC(=CC=C12)C=1N=C(SC1C)C(=O)O 4-(1-(cyclopropane-carbonyl)indolin-5-yl)-5-methylthiazole-2-carboxylic acid